(R)-4-amino-3-fluorobutyric acid methyl ester HCl salt Cl.COC(C[C@H](CN)F)=O